N-(2-methoxy-5-(trifluoromethoxy)phenyl)-4-methyl-3-((1-(pyrazolo[1,5-a]pyrazin-3-yl)azetidin-3-yl)oxy)benzamide COC1=C(C=C(C=C1)OC(F)(F)F)NC(C1=CC(=C(C=C1)C)OC1CN(C1)C=1C=NN2C1C=NC=C2)=O